C(#N)C=1C=C2C(=NC1)N(C=C2)C2=CC(=C(C=N2)C2=NN=C(S2)C2CCN(CC2)C(=O)OC(C)(C)C)NC tert-butyl 4-(5-(6-(5-cyano-1H-pyrrolo[2,3-b]pyridin-1-yl)-4-(Methylamino)pyridin-3-yl)-1,3,4-thiadiazol-2-yl)piperidine-1-carboxylate